N-(5-Cyano-3-(1',2'-dihydrospiro[cyclopropane-1,3'-pyrrolo[2,3-b]pyridin]-5'-yl)-1-methyl-1H-indol-7-yl)acetamide C(#N)C=1C=C2C(=CN(C2=C(C1)NC(C)=O)C)C=1C=C2C(=NC1)NCC21CC1